OC=1C=C(C=CC1OC)/C=C/C(=O)C1=CC=C(OCC(=O)NC2=CC=CC=C2)C=C1 2-[4-[(E)-3-(3-Hydroxy-4-methoxyphenyl)prop-2-enoyl]phenoxy]-N-phenylacetamide